ClC=1C=C(C=C(C1CC1=CC(=C(C=C1)OCOC)C(C)C)Cl)CO (3,5-dichloro-4-(3-isopropyl-4-(methoxymethoxy)benzyl)phenyl)methanol